FC=1C=C(C=CC1C1=NC=2C=CNC(C2C(=C1)NC1=NC=C(C=C1)N1C[C@@H](CCC1)O)=O)NC(=O)C1CCCCC1 (R)-N-(3-fluoro-4-(4-((5-(3-hydroxy-piperidin-1-yl)pyridin-2-yl)amino)-5-oxo-5,6-dihydro-1,6-naphthyridin-2-yl)phenyl)cyclohexanecarboxamide